C(C)(C)(C)OC(=O)N1CCN(CC1)C1=NOC(=C1)C1=C(C(=CC=C1)Br)OC 4-(5-(3-bromo-2-methoxyphenyl)isoxazol-3-yl)piperazine-1-carboxylic acid tert-butyl ester